[K].C1CCC2=C(C=3CCCC3C=C12)NC(=O)NS(=O)(=O)C1CN(C1)CC(C)=NO N-((1,2,3,5,6,7-Hexahydro-s-indacen-4-yl)carbamoyl)-1-(2-(hydroxyimino)propyl)azetidine-3-sulfonamide, potassium salt